NC1=CC=C(C=C1)[C@H](C)N1N=CC2=CC=C(C=C12)S(=O)(=O)C=1C=C2C(=C(C=NC2=C(C1)C)C(=O)N)NC1=CC(=CC=C1)OC (S)-6-((1-(1-(4-aminophenyl)ethyl)-1H-indazol-6-yl)sulfonyl)-4-((3-methoxyphenyl)amino)-8-methylquinoline-3-carboxamide